(1R,2R)-2-((4-(4-((1R,2S)-6-(benzyloxy)-2-phenyl-1,2,3,4-tetrahydronaphthalen-1-yl)phenyl)piperazine-1-yl)methyl)cyclohexane-1-carboxaldehyde C(C1=CC=CC=C1)OC=1C=C2CC[C@@H]([C@@H](C2=CC1)C1=CC=C(C=C1)N1CCN(CC1)C[C@H]1[C@@H](CCCC1)C=O)C1=CC=CC=C1